C1(CC1)CNC1=NC=CC(=N1)O[C@@H]1CN(CC1)CC(=O)NC=1C=CC=C2C(=CNC12)C1=NC(=NC=C1C)NC1=NN(C(=C1)C)C (S)-2-(3-((2-((cyclopropylmethyl)amino)pyrimidin-4-yl)oxy)pyrrolidin-1-yl)-N-(3-(2-((1,5-dimethyl-1H-pyrazol-3-yl)amino)-5-methylpyrimidin-4-yl)-1H-indol-7-yl)acetamide